ClC=1C=C(C=CC1C(NC1CN(CC1)C(=O)[C@H]1NC[C@@H](C1)O)=O)NC(=O)C=1N(C(=CN1)C1=C(C(=C(C=C1)OC)F)F)C N-[3-Chloro-4-[[1-[(2S,4R)-4-hydroxypyrrolidin-2-carbonyl]pyrrolidin-3-yl]carbamoyl]phenyl]-5-(2,3-difluoro-4-methoxyphenyl)-1-methylimidazol-2-carboxamid